1-cyclobutylpyrrolo[2,3-b]pyridine-5-carboxylic acid C1(CCC1)N1C=CC=2C1=NC=C(C2)C(=O)O